2-(4-Fluoro-phenylsulfanyl)-1-[4-(5-hydroxy-pyridin-2-yl)-piperazin-1-yl]-ethanone FC1=CC=C(C=C1)SCC(=O)N1CCN(CC1)C1=NC=C(C=C1)O